FC(C=1C=CC2=C(C(=NS2)NC(C2=CC=CC=C2)=O)C1)(F)F N-(5-(trifluoromethyl)benzo[d]isothiazol-3-yl)benzamide